methyl-N-(6-methyl-3-nitropyridin-2-yl)-[1,1'-biphenyl]-4-sulfonamide CC1=C(C=CC(=C1)S(=O)(=O)NC1=NC(=CC=C1[N+](=O)[O-])C)C1=CC=CC=C1